CC1=C(C=CC(=C1)C#N)S(=O)(=O)Cl 2-methyl-4-cyanobenzenesulfonyl chloride